Cl.C1C(CC12CCC2)N spiro[3.3]heptan-2-amine, hydrochloride